NC1=C2C(=NC=N1)N(N=C2C=2C(=C1CCN(C1=CC2)C(CC2=C(C(=CC=C2)C(F)(F)F)C)=O)F)C(C)C 1-(5-(4-amino-1-isopropyl-1H-pyrazolo[3,4-d]pyrimidin-3-yl)-4-fluoroindolin-1-yl)-2-(2-methyl-3-(trifluoromethyl)phenyl)ethan-1-one